N(=[N+]=[N-])CCO[C@H]1[C@@H](O[C@@H]([C@H]1O)CO)N1C=NC=2C(N)=NC=NC12 2'-O-(2-azidoethyl)-adenosine